1-{4-[(3S)-2,3-dihydro[1,4]dioxino[2,3-b]pyridin-3-yl]benzyl}piperidine-4-carboxamide O1C[C@@H](OC2=NC=CC=C21)C2=CC=C(CN1CCC(CC1)C(=O)N)C=C2